2,3-di-O-benzyl-1-O-[(2-{[(benzyloxy)carbonyl]amino}ethoxy)(2-cyanoethoxy)phosphoryl]-D-ribitol C(C1=CC=CC=C1)O[C@@H](COP(=O)(OCCC#N)OCCNC(=O)OCC1=CC=CC=C1)[C@H](OCC1=CC=CC=C1)[C@H](O)CO